C(C1=CC=CC=C1)(C1=CC=CC=C1)(C1=CC=CC=C1)N1CC2CCC(C1)N2C(=O)OC(C)(C)C tert-butyl 3-trityl-3,8-diazabicyclo[3.2.1]octane-8-carboxylate